CN(NC(NN)=NCC(=O)O)C 2-[[(2,2-dimethyl-hydrazin-1-yl)-(hydrazinyl)methylidene]amino]acetic acid